N-(3-(2-((4-morpholinylphenyl)amino)quinazolin-8-yl)phenyl)propynamide N1(CCOCC1)C1=CC=C(C=C1)NC1=NC2=C(C=CC=C2C=N1)C=1C=C(C=CC1)NC(C#C)=O